C(C=C)(=O)N([C@H](CCCCN)C(=O)O)C(=O)OC(C)(C)C acryloyl-Nα-tert-butoxycarbonyl-D-lysine